C(C(=C)C)(=O)OCCC1=C(C(C(=O)O)=CC=C1)C(=O)O mono-(2-methacryloxyethyl)phthalic acid